7-((3-fluoro-4-(4-(trifluoromethyl)piperidin-1-yl)phenyl)amino)-4-methyl-2H-benzo[b][1,4]oxazin-3(4H)-one FC=1C=C(C=CC1N1CCC(CC1)C(F)(F)F)NC=1C=CC2=C(OCC(N2C)=O)C1